tertbutyl 6-[4-[(2,6-dioxo-3-piperidyl)amino]-2-fluoro-phenyl]-2,6-diazaspiro[3.3]heptane-2-carboxylate O=C1NC(CCC1NC1=CC(=C(C=C1)N1CC2(CN(C2)C(=O)OC(C)(C)C)C1)F)=O